5-[cyclopropyl-(3-fluoro-4-nitro-pyrazol-1-yl)methyl]-1-(cyclopropylmethyl)tetrazole C1(CC1)C(C1=NN=NN1CC1CC1)N1N=C(C(=C1)[N+](=O)[O-])F